NC(C)(C)C1=CC(=NC(=C1)C1=CC=C(C=C1)F)OC1[C@@H]2CN(C[C@H]12)C(=O)C=1C=C(C=2N(C1)C=C(N2)C)OC2CC2 ((1R,5S,6s)-6-((4-(2-aminopropan-2-yl)-6-(4-fluorophenyl)pyridin-2-yl)oxy)-3-azabicyclo[3.1.0]hexan-3-yl)(8-cyclopropoxy-2-methylimidazo[1,2-a]pyridin-6-yl)methanone